6-chloro-2-methyl-3-(4,4,5,5-tetramethyl-1,3,2-dioxaborolan-2-yl)benzonitrile ClC1=CC=C(C(=C1C#N)C)B1OC(C(O1)(C)C)(C)C